di-n-octyl-tin β-mercaptopropionate SCCC(=O)[O-].C(CCCCCCC)[Sn+2]CCCCCCCC.SCCC(=O)[O-]